CC1=C(OC2=C(C=C(C=C2)N2C(NCC2=O)=O)C=2C3=C(C(N(C2)C)=O)NC=C3)C(=CC=C1)C 3-(4-(2,6-dimethylphenoxy)-3-(6-methyl-7-oxo-6,7-dihydro-1H-pyrrolo[2,3-c]pyridin-4-yl)phenyl)imidazoline-2,4-dione